CC1=CC=C(C=C1)S(=O)(=O)N1C=CC2=CC=C(C=C12)CO 1-p-toluenesulfonyl-1H-indol-6-yl-methanol